N-(5-(2-Methoxy-3-(1-(1-((6-(methylsulfonyl)pyridin-2-yl)methyl)azetidin-3-yl)-1H-pyrazol-4-yl)phenyl)-8-(methylamino)-2,7-naphthyridin-3-yl)cyclopropanecarboxamide COC1=C(C=CC=C1C=1C=NN(C1)C1CN(C1)CC1=NC(=CC=C1)S(=O)(=O)C)C1=C2C=C(N=CC2=C(N=C1)NC)NC(=O)C1CC1